3H-9-oxa-2-thia-4-azabenzo[cd]azulen-3-one C=1SC2=C3C(=CC=COC13)C=NC2=O